N-({4-bromo-1H,3H-furo[3,4-c]quinolin-7-yl}methyl)-N-(1,1-dioxo-2,3-dihydro-1λ6-benzothiophen-7-yl)-6-(trifluoromethyl)pyridine-3-carboxamide BrC1=NC=2C=C(C=CC2C2=C1COC2)CN(C(=O)C=2C=NC(=CC2)C(F)(F)F)C2=CC=CC=1CCS(C12)(=O)=O